BrC=1C=C(C=CC1OC)CC(CNC(=O)N1CC(OCC1)C1=CC(=C(C=C1)F)F)CO N-{2-[(3-bromo-4-methoxyphenyl)methyl]-3-hydroxypropyl}-2-(3,4-difluorophenyl)morpholine-4-carboxamide